C(C)(C)(C)OC(=O)NNC1=C(C(=NC(=C1)Cl)C1=CC=C(C=C1)CNC(C1=C(C=CC(=C1)F)OC)=O)C#N 2-(6-chloro-3-cyano-2-(4-((5-fluoro-2-methoxybenzamido)methyl)phenyl)pyridin-4-yl)hydrazine-1-carboxylic acid tert-butyl ester